OC(C(=O)[O-])(CCCCCCCCCCCCCCCC)O dihydroxystearate